4-(2-((6-(4H-1,2,4-triazol-4-yl)-1H-indazol-4-yl)oxy)ethoxy)-N-(3-(oxazol-5-ylmethyl)-5-(trifluoromethoxy)benzyl)butan-1-amine N=1N=CN(C1)C1=CC(=C2C=NNC2=C1)OCCOCCCCNCC1=CC(=CC(=C1)OC(F)(F)F)CC1=CN=CO1